(R)-2-chloro-4-(3-methylmorpholinyl)thieno[3,2-d]pyrimidin-7-amine ClC=1N=C(C2=C(N1)C(=CS2)N)N2[C@@H](COCC2)C